5,7-Dimethoxy-1'-hydroxycarbonylethyl-3',3'-dimethylspiro[2H-1,4-benzoxazin-2,2'-indolin] COC1=CC(=CC2=C1N=CC1(N(C3=CC=CC=C3C1(C)C)CCC(=O)O)O2)OC